divinyltrimellitate C(=C)OC(C=1C(C(=O)[O-])=CC(C(=O)OC=C)=CC1)=O